N-(4-(2-(((1r,4r)-4-aminocyclohexyl)amino)-8-methoxyquinazolin-6-yl)-3-methylphenyl)-2-chlorobenzene-sulfonamide NC1CCC(CC1)NC1=NC2=C(C=C(C=C2C=N1)C1=C(C=C(C=C1)NS(=O)(=O)C1=C(C=CC=C1)Cl)C)OC